3-{3-[(1S)-1-(4-chlorophenyl)ethoxy]-4-(difluoromethanesulfonamido)phenyl}-5-[(pyrazin-2-yl)amino]-1-{[2-(trimethylsilyl)ethoxy]methyl}-1H-pyrazole-4-carboxamide ClC1=CC=C(C=C1)[C@H](C)OC=1C=C(C=CC1NS(=O)(=O)C(F)F)C1=NN(C(=C1C(=O)N)NC1=NC=CN=C1)COCC[Si](C)(C)C